2-amino-3-methyl-N-((3aR,4R,7aR)-octahydro-1-benzofuran-4-yl)-N-((5-(trifluoromethyl)-2-pyridinyl)methyl)-6-quinolinecarboxamide NC1=NC2=CC=C(C=C2C=C1C)C(=O)N(CC1=NC=C(C=C1)C(F)(F)F)[C@@H]1CCC[C@@H]2[C@@H]1CCO2